C1(=CC=CC=C1)C(C)(C1=CC=CC=C1)C=CC1=CC=C(C=C1)O 1,1-diphenylethyl-p-hydroxystyrene